[Br-].[Br-].[Br-].[Br-].C1=CC=CC2=CC3=CC4=CC=CC=C4C=C3C=C12 naphthacene tetrabromide